OC(C(=O)O)(CCCCC)CCCCCC 2-Hydroxy-2-hexylheptanoic acid